C(C)(C)NC1=CC(=CC=C1)C1=NNC(=C1C(C)C)C=1C=C(C=2N(C1)N=CN2)C N-isopropyl-3-(4-isopropyl-5-(8-methyl-[1,2,4]triazolo[1,5-a]pyridin-6-yl)-1H-pyrazol-3-yl)aniline